CN1N=CC(=C1)C=1C=C(C(=O)NC=2N(C=C(N2)CCCC(=O)NN2CCN(CC2)C)C2=CC=CC=C2)C=CC1 3-(1-methyl-1H-pyrazol-4-yl)-N-(4-(4-((4-methylpiperazin-1-yl)amino)-4-oxobutyl)-1-phenyl-1H-imidazol-2-yl)benzamide